tert-butyl 4-((4-amino-5-methyl-7,8-dihydro-6H-cyclopenta[5,6]pyrido[2,3-d]pyrimidin-2-yl)amino)piperidine-1-carboxylate NC=1C2=C(N=C(N1)NC1CCN(CC1)C(=O)OC(C)(C)C)N=C1C(=C2C)CCC1